CN(C1=CC=C(C=C1)C(C#N)C#N)C 2-[4-(dimethylamino)phenyl]propanedinitrile